Cl.Cl.N(=NC(C)(C)C(NC1=CC=CC=C1)=N)C(C)(C)C(NC1=CC=CC=C1)=N 2,2'-azobis[2-(phenylamidino)propane] dihydrochloride